FC1=C(C=CC=C1)C1=NC(=NC(=N1)NC=1C=NC=C(C1)C(F)(F)F)NCC(C)(O)C (4-(2-fluorophenyl)-6-(5-(trifluoromethyl)pyridin-3-ylamino)-1,3,5-triazin-2-ylamino)-2-methylpropan-2-ol